racemic-5-(4-(cyclopropylmethyl)-2-oxo-3-oxa-1,8-diazaspiro[4.5]decan-8-yl)-3-(1-methyl-1H-pyrazol-4-yl)pyrazine-2-carbonitrile C1(CC1)C[C@H]1OC(NC12CCN(CC2)C=2N=C(C(=NC2)C#N)C=2C=NN(C2)C)=O |r|